The molecule is a thiol that is geraniol in which the hydroxy group has been replaced by a thiol group. It is a thiol, an olefinic compound and a monoterpenoid. CC(=CCC/C(=C/CS)/C)C